8-(5-bromo-2-fluoropyridin-3-yl)-9-methyl-2,5-dioxa-8-azaspiro[3.5]nonane BrC=1C=C(C(=NC1)F)N1CCOC2(COC2)C1C